6-(2-(2-(benzyloxy)phenyl)acetyl)-2-(1-phenylcyclopropyl)-3,5,6,7,8,9-hexahydro-4H-pyrimido[5,4-c]azepin-4-one C(C1=CC=CC=C1)OC1=C(C=CC=C1)CC(=O)N1CC2=C(CCC1)N=C(NC2=O)C2(CC2)C2=CC=CC=C2